4-(3-(4-Cyclopropylphenyl)-7-(3-(methylamino)piperidin-1-yl)-3H-imidazo[4,5-b]pyridin-2-yl)benzonitrile C1(CC1)C1=CC=C(C=C1)N1C(=NC=2C1=NC=CC2N2CC(CCC2)NC)C2=CC=C(C#N)C=C2